FC(OC=1C=C(C=CC1)N1C([C@@](C2=CC(=CC=C12)C(=O)NC1(CS(C1)(=O)=O)C)(C)O)=O)F (S)-1-(3-(difluoromethoxy)phenyl)-3-hydroxy-3-methyl-N-(3-methyl-1,1-dioxidothietan-3-yl)-2-oxoindoline-5-carboxamide